1-aminoethyl-3-vinyl-imidazole NC(C)C1=NC=CN1C=C